C(#N)C1=C(C=CC=C1)SC=1C=2N(C=C(C1)C=1C=NN(C1C)CC1CCNCC1)N=CC2C#N 4-((2-cyanophenyl)thio)-6-(5-methyl-1-(piperidin-4-ylmethyl)-1H-pyrazol-4-yl)pyrazolo[1,5-a]pyridine-3-carbonitrile